benzyl 4-[(tert-butoxycarbonylamino) methyl]-4-hydroxy-piperidine-1-carboxylate C(C)(C)(C)OC(=O)NCC1(CCN(CC1)C(=O)OCC1=CC=CC=C1)O